BrC=1C=C(C=C2C(N(C(=NC12)C1=NC=CC=C1)C)=O)C 8-bromo-3,6-dimethyl-2-(pyridin-2-yl)quinazolin-4(3H)-one